NC1CCC(CC1)N1CCC(CC1)NC1=CC(=NC2=CC=CC=C12)C1=CC=C(C=C1)OC N-(1-(4-aminocyclohexyl)piperidin-4-yl)-2-(4-methoxyphenyl)quinolin-4-amine